tert-butyl (2R,3S,4S)-4-[(tert-butoxycarbonyl)oxy]-2-[(4-methoxy phenyl)methyl]-3-[(4-nitrophenoxycarbonyl)oxy]pyrrolidine-1-carboxylate C(C)(C)(C)OC(=O)O[C@@H]1[C@H]([C@H](N(C1)C(=O)OC(C)(C)C)CC1=CC=C(C=C1)OC)OC(=O)OC1=CC=C(C=C1)[N+](=O)[O-]